BrC1=C(C=C(C=C1)[C@H](C)NC1=NC=CC2=C1CN(C2=O)CC)F 4-[[(1S)-1-(4-bromo-3-fluoro-phenyl)ethyl]amino]-2-ethyl-3H-pyrrolo[3,4-C]pyridin-1-one